BrC=1C(=C(C(=CC1C)C)C1=CC=CC2=C1N=C(S2)NCC(C)(C)C)C 4-(3-bromo-2,4,6-trimethylphenyl)-N-neopentyl-benzothiazol-2-amine